8-acetyl-3-(difluoromethyl)-6-methyl-2-tetrahydropyran-4-yl-quinazolin-4-one C(C)(=O)C=1C=C(C=C2C(N(C(=NC12)C1CCOCC1)C(F)F)=O)C